(1S,2R,3S,4R)-3-(5-isopropoxy-1H-indole-1-carbonyl)-7-oxabicyclo[2.2.1]heptane-2-carboxylic acid C(C)(C)OC=1C=C2C=CN(C2=CC1)C(=O)[C@H]1[C@H]([C@@H]2CC[C@H]1O2)C(=O)O